tert-butyl (2S,4S)-4-(7-bromo-4-(3-(dimethylamino)-3-methylazetidin-1-yl)-6-fluoro-8-(trifluoromethyl)-1H-[1,2,3]triazolo[4,5-c]quinolin-1-yl)-2-(cyanomethyl)-piperidine-1-carboxylate BrC=1C(=CC=2C3=C(C(=NC2C1F)N1CC(C1)(C)N(C)C)N=NN3[C@@H]3C[C@H](N(CC3)C(=O)OC(C)(C)C)CC#N)C(F)(F)F